2-(6-(2,5-dichloropyrimidin-4-yl)-8-fluoro-4-methylquinolin-3-yl)propan-2-ol ethyl-6-chloro-2,4-dimethylnicotinate C(C)C=1C(=NC(=C(C(=O)OC(C)(C)C=2C=NC3=C(C=C(C=C3C2C)C2=NC(=NC=C2Cl)Cl)F)C1C)C)Cl